ClC1=C(C=C(C=C1)C1=CN(C(C=C1)=O)C(C)C)CC(C(=O)NC1=CC=C(C=C1)C1=NN(N=C1)C)NC(OC(C)(C)C)=O tert-butyl N-[1-[[2-chloro-5-(1-isopropyl-6-oxo-3-pyridyl)phenyl]methyl]-2-[4-(2-methyltriazol-4-yl)anilino]-2-oxo-ethyl]carbamate